5-formyl-4-methyl-1-((1-(4-(methylsulfonyl)piperazin-1-yl)cyclopropyl)methyl)-1H-indole-2-carbonitrile C(=O)C=1C(=C2C=C(N(C2=CC1)CC1(CC1)N1CCN(CC1)S(=O)(=O)C)C#N)C